NC=1C(N(C2=CC=C(C=C2C1C1=CC=CC=C1)F)C/C=C/C(=O)OC)=O Methyl (2E)-4-(3-amino-6-fluoro-2-oxo-4-phenyl-1,2-dihydroquinolin-1-yl)but-2-enoate